C(C)(C)(C)OC(=O)O[C@@H]1[C@H]([C@H](N(C1)C(=O)OC(C)(C)C)CC1=CC=C(C=C1)OC)OC(=O)C1CC2(C1)CC(C2)=O tert-butyl (2R,3S,4S)-4-[(tert-butoxycarbonyl)oxy]-2-[(4-methoxyphenyl)methyl]-3-{6-oxospiro[3.3]heptane-2-carbonyloxy}pyrrolidine-1-carboxylate